thiazin-3(4H)-one S1NC(CC=C1)=O